4a-(2,6-dimethylphenyl)hexahydro-2H-benzo[b][1,4]oxazine-3(4H)-one CC1=C(C(=CC=C1)C)C12C(OCC(N1)=O)CCCC2